FC=1C2=C(N(C(N1)=O)C=1C(=NC=CC1C)C(C)C)C=C(N=C2)C2=C(C=CC=C2O)F fluoro-7-(2-fluoro-6-hydroxyphenyl)-1-(2-isopropyl-4-methylpyridin-3-yl)pyrido[4,3-d]pyrimidin-2(1H)-one